C[C@@H]1N(CC[C@@H](C1)NC)C(=O)OC(C)(C)C t-butyl (2S,4S)-2-methyl-4-(methylamino)piperidine-1-carboxylate